CNC(=O)C1=CC2=C(NC(=N2)C=2N=C(SC2)C)C=C1 N-methyl-2-(2-methylthiazol-4-yl)-1H-benzo[d]imidazole-5-carboxamide